1-(4-(dimethylamino)phenyl)-7-methoxyisoquinolin-6-ol CN(C1=CC=C(C=C1)C1=NC=CC2=CC(=C(C=C12)OC)O)C